3-(4-(2-(1,3-Dioxolan-2-yl)ethyl)-3-methyl-2-oxo-2,3-dihydro-1H-benzo[d]imidazol-1-yl)piperidine-2,6-dione O1C(OCC1)CCC1=CC=CC=2N(C(N(C21)C)=O)C2C(NC(CC2)=O)=O